(7-(3-ethoxy-5-fluorophenyl)-2-azaspiro[3.5]non-2-yl)((1s,3s)-3-hydroxy-3-methylcyclobutyl)methanone C(C)OC=1C=C(C=C(C1)F)C1CCC2(CN(C2)C(=O)C2CC(C2)(C)O)CC1